ClC1=NC(=CC(=C1)C(C#N)(C)C)N1[C@@H](COCC1)C 2-{2-chloro-6-[(3R)-3-methylmorpholin-4-yl]pyridin-4-yl}-2-methylpropanenitrile